lithium 1-(2-(3-butylcyclopenta-2,4-dien-1-ide-1-yl)-1,1,2,2-tetramethyldisilanyl)-4-(3,5-di-tert-butylphenyl)-2-methyl-1H-inden-1-ide C(CCC)C1=C[C-](C=C1)[Si]([Si](C)(C)[C-]1C(=CC2=C(C=CC=C12)C1=CC(=CC(=C1)C(C)(C)C)C(C)(C)C)C)(C)C.[Li+].[Li+]